C(C)(=O)C1=NN(C2=CC=C(C=C12)C=1C=NC(=NC1)C)CC(=O)N1[C@@H](C[C@H](C1)F)C(=O)NC1=NC(=CC=C1)SC (2S,4R)-1-(2-(3-acetyl-5-(2-methylpyrimidin-5-yl)-1H-indazol-1-yl)acetyl)-4-fluoro-N-(6-(methylthio)pyridin-2-yl)pyrrolidine-2-carboxamide